C(C1=CC=CC=C1)OC(=O)N1C(C=CC1)(C)C1=CC=2C(=NC=CC2Cl)S1 (4-chlorothieno[2,3-b]pyridin-2-yl)-2-methyl-2,5-dihydro-1H-pyrrole-1-carboxylic acid benzyl ester